C1=NC=C(C2=CC=C(C=C12)N)N isoquinoline-4,7-diamine